NC=1N=NC(=CC1N1CCN(CC1)CCCC(=O)O)C1=C(C=CC=C1)O 4-(4-(3-amino-6-(2-hydroxyphenyl)pyridazin-4-yl)piperazin-1-yl)butanoic acid